2-ethoxy-5-fluoro-N-[(5S)-5-methyl-5,6-dihydropyrazolo[1,5-d]pyrido[3,2-f][1,4]oxazepin-10-yl]pyridine-3-sulfonamide C(C)OC1=NC=C(C=C1S(=O)(=O)NC1=CC=2C=3N([C@H](COC2N=C1)C)N=CC3)F